7-(4-chlorophenoxy)-2,2-dimethylchroman-4-amine ClC1=CC=C(OC2=CC=C3C(CC(OC3=C2)(C)C)N)C=C1